C1(CCC1)N1C(C(N(CC1)CC=1SC(=NN1)C1=CC=CC=C1)=O)=O 1-cyclobutyl-4-((5-phenyl-1,3,4-thiadiazol-2-yl)methyl)piperazine-2,3-dione